N-((4,6-dimethyl-2-oxo-1,2-dihydropyridin-3-yl)methyl)-6-methyl-5-(1-morpholinoethyl)-2-(4,5,6,7-tetrahydrothieno[3,2-c]pyridin-2-yl)indolizine-7-carboxamide CC1=C(C(NC(=C1)C)=O)CNC(=O)C=1C(=C(N2C=C(C=C2C1)C1=CC=2CNCCC2S1)C(C)N1CCOCC1)C